IC1=CC=C(C=C1)NC1=NC=2C(N=C1OC)=NON2 N-(4-IODOPHENYL)-6-METHOXY-[1,2,5]OXADIAZOLO[3,4-B]PYRAZIN-5-AMINE